2-(p-tolyl)ethan-1-amine C1(=CC=C(C=C1)CCN)C